F[P-](F)(F)(F)(F)F.N1(N=NC2=C1C=CC=C2)O[P+](N2CCCC2)(N2CCCC2)N2CCCC2 (1H-benzotriazol-1-yloxy)tris(pyrrolidinyl)phosphonium hexafluorophosphate